ClC1=C(N=C(NC1=O)C1=C(N=CS1)C)C1CCN(CC1)C(=O)C1=NN(C(=C1)C)C 5-chloro-4-[1-(1,5-dimethylpyrazole-3-carbonyl)-4-piperidinyl]-2-(4-methylthiazol-5-yl)-1H-pyrimidin-6-one